CC(C)(C#CC(C)(OOC(C)(C)C)C)OOC(C)(C)C 2,5-dimethyl-2,5-di(tertbutylperoxy)hexyne